[Co+2].C1(=CC=C(C=C1)C1=C2C=CC(C(=C3C=CC(=C(C=4C=CC(=C(C5=CC=C1N5)C5=CC=C(C=C5)C)N4)C4=CC=C(C=C4)C)N3)C3=CC=C(C=C3)C)=N2)C tetra-p-tolylporphyrin cobalt (II)